N-[[3-fluoro-4-[5-(trifluoromethyl)-1,2,4-oxadiazol-3-yl]phenyl]methyl]prop-2-ene-1-sulfonamide FC=1C=C(C=CC1C1=NOC(=N1)C(F)(F)F)CNS(=O)(=O)CC=C